C(C)(=O)OCC1=NC(=NO1)C=1C=C2CCC(C2=CC1)NC(=O)C=1C(=NN(C1)C)C (3-(1-(1,3-dimethyl-1H-pyrazole-4-carboxamido)-2,3-dihydro-1H-inden-5-yl)-1,2,4-oxadiazol-5-yl)methyl acetate